COC1=CC=C(C=C1)C1=C(C(=O)NNC(=S)NC2=CC=C(C=C2)C)C=CC(=N1)C 1-(2-(4-methoxyphenyl)-6-methyl-nicotinoyl)-4-p-tolylthiosemicarbazide